BrC1=C2C=CC(=NC2=CC(=C1C)N)N1CCN(CC1)C 5-bromo-6-methyl-2-(4-methylpiperazin-1-yl)-quinolin-7-amine